O[C@H]1C[C@@H](N(C1)C(=O)OCC1=CC=CC=C1)C(=O)OC 1-benzyl 2-methyl (2R,4S)-4-hydroxypyrrolidine-1,2-dicarboxylate